C(C)(=O)N1C(/C(/NC(C1)=O)=C/C=1N=CNC1)=O (Z)-1-acetyl-3-((1H-imidazol-4-yl)methylene)piperazine-2,5-dione